COC1=NC2=CC=C(C=C2C=C1)C=1C=C(C=NC1)N1CCN(C2CCC12)C(=O)C=1C=NN(C1)C 1-(5-(5-(2-methoxyquinolin-6-yl)pyridin-3-yl)-2,5-diazabicyclo[4.2.0]octan-2-yl)(1-methyl-1H-pyrazol-4-yl)methanone